4-(1-(2-Chloro-3-(((methyl-d3)amino)methyl)phenyl)-1H-imidazol-4-yl)-N-(1-(methylsulfonyl)piperidin-4-yl)-5-(trifluoromethyl)pyrimidin-2-amine ClC1=C(C=CC=C1CNC([2H])([2H])[2H])N1C=NC(=C1)C1=NC(=NC=C1C(F)(F)F)NC1CCN(CC1)S(=O)(=O)C